O1C(C1)CC(C(=O)OCC)C(=O)OCC diethyl 2-(oxiran-2-ylmethyl)malonate